NC1=NC2=C(C=CC=C2C(=N1)NNC(=O)[C@H]1CN(CCC1)C=1C=NN(C1)C)O |o1:15| (R or S)-N'-(2-amino-8-hydroxyquinazolin-4-yl)-1-(1-methyl-1H-pyrazol-4-yl)piperidine-3-carbohydrazide